CS(=O)(=O)OCCOC1=C(C(=CC=C1[C@H]1[C@@H](O[C@]([C@H]1C)(C(F)(F)F)C)C(NC1=CC(=NC=C1)C(N)=O)=O)F)F 2-(6-((2R,3S,4S,5R)-2-((2-carbamoylpyridin-4-yl)carbamoyl)-4,5-dimethyl-5-(trifluoromethyl)tetrahydrofuran-3-yl)-2,3-difluorophenoxy)ethyl methanesulfonate